ClC1=CNC=2N=C(C=C(C21)NCC)NC2=C(C=C(C=C2)S(=O)(=O)N2C(CCCC2)N2CCOCC2)OC 3-chloro-N4-ethyl-N6-(2-methoxy-4-((morpholinopiperidin-1-yl)sulfonyl)phenyl)-1H-pyrrolo[2,3-b]pyridin-4,6-diamine